C1(CC1)C1=CC=2C(=NC=CC2C2=CC(NC(=C2)N2C(CN(CC2)S(=O)(=O)CC)C(F)(F)F)=O)N1 4-(2-cyclopropyl-1H-pyrrolo[2,3-b]pyridin-4-yl)-6-[4-ethylsulfonyl-2-(trifluoromethyl)piperazin-1-yl]-1H-pyridin-2-one